4-(4-Fluoro-3-nitrophenyl)thiazol-2-amine FC1=C(C=C(C=C1)C=1N=C(SC1)N)[N+](=O)[O-]